Cl.FC(C1=NC=CC(=C1)OCC1[C@H]2CNC[C@@H]12)(F)F (1R,5S,6S)-6-({[2-(trifluoromethyl)pyridin-4-yl]oxy}methyl)-3-azabicyclo[3.1.0]hexane hydrochloride